ClC1=C(N(C(C2=C(C=CC=C12)C=1C=NC(=CC1)C)=O)C1=CC=CC=C1)[C@H](C)NC=1C2=C(N=CN1)NC=CC2=O (S)-4-((1-(4-chloro-8-(6-methylpyridin-3-yl)-1-oxo-2-phenyl-1,2-dihydroisoquinolin-3-yl)ethyl)amino)pyrido[2,3-d]pyrimidin-5(8H)-one